BrC1C2(C3=CC=C(C=C3C1=O)C)CCC1(CC2)OCCO1 2''-bromo-5''-methyldispiro[[1,3]dioxolane-2,1'-cyclohexane-4',1''-inden]-3''(2''H)-one